ClC=1C=C(C=CC1Cl)C1=CC=C(O1)CCNC(=O)C=1NN=C(C1)C(=O)N1CCC(CC1)O 5-(4-Hydroxypiperidine-1-carbonyl)-2H-pyrazole-3-carboxylic acid {2-[5-(3,4-dichlorophenyl)furan-2-yl]ethyl}amide